9-(6-((1-(4-(Difluoromethyl)phenyl)-4-methyl-1H-1,2,3-triazol-5-yl)methoxy)pyridazine-3-yl)-6-oxa-2-thia-9-azaspiro[4.5]decane 2,2-dioxide FC(C1=CC=C(C=C1)N1N=NC(=C1COC1=CC=C(N=N1)N1CCOC2(CCS(C2)(=O)=O)C1)C)F